5-fluoro-4-(trifluoromethyl)pyridin FC=1C(=CC=NC1)C(F)(F)F